C(C)(C)(C)OC(=O)N(C(OC(C)(C)C)=O)C=1N=NC(=CC1)C1OC1 tert-butyl (tert-butoxycarbonyl)(6-(oxiran-2-yl)pyridazin-3-yl)carbamate